[Li+].[O-2].[Al+3].[Mg+2].[O-2].[O-2] magnesium aluminum oxide lithium